4-(5-methyl-3,4,5,6-tetrahydropyridin-2-yl)Cyclohex-3-Enone CC1CCC(=NC1)C1=CCC(CC1)=O